CN(C1=CC=C(CNC2=C3C(=NC(=N2)C2=CC=C(C(=O)OC)C=C2)N(N=C3CC)C)C=C1)C methyl 4-(4-((4-(dimethylamino)benzyl)amino)-3-ethyl-1-methyl-1H-pyrazolo[3,4-d]pyrimidin-6-yl)benzoate